9-methyl-9H-purin-6-amine CN1C2=NC=NC(=C2N=C1)N